3-[[[(1R)-1-(benzyloxymethyl)-3-oxo-3-[4-[5-(trifluoromethyl)pyrimidin-2-yl]piperazin-1-yl]propyl]amino]methyl]-5-(trifluoromethyl)-1H-pyridazin-6-one C(C1=CC=CC=C1)OC[C@@H](CC(N1CCN(CC1)C1=NC=C(C=N1)C(F)(F)F)=O)NCC1=NNC(C(=C1)C(F)(F)F)=O